O=C1C2=CC=CC=C2C(C=2C(=CC=C(C12)CCOCCC=CC(=O)N)CCOCCC=CC(=O)N)=O (((((9,10-dioxo-9,10-dihydro-anthracene-1,4-diyl))bis(ethane-2,1-diyl))bis(oxy))bis(ethane-2,1-diyl))bisacrylamide